(2S,4R)-1-((4-phenoxybenzoyl)glycyl)-4-(trifluoromethoxy)pyrrolidine-2-carboxylic acid O(C1=CC=CC=C1)C1=CC=C(C(=O)NCC(=O)N2[C@@H](C[C@H](C2)OC(F)(F)F)C(=O)O)C=C1